((8-((2,6-dimethylbenzyl)amino)-2,3-dimethylimidazo[1,2-a]pyridin-6-yl)carbamoyl)glycine CC1=C(CNC=2C=3N(C=C(C2)NC(=O)NCC(=O)O)C(=C(N3)C)C)C(=CC=C1)C